C(CCCCCCCCCCCCCCCCC)(=O)O normal octadecanoic acid